P(=O)(ON(C)C)([O-])[O-] (N,N-dimethylamino) phosphate